ClC1=C(C=C(C(=C1)F)C=1C2=C(N=CN1)C=C(N=C2)N2CCOCC2)C(O)C=2SC=C(N2)CO [2-Chloro-4-fluoro-5-(7-morpholin-4-ylpyrido[4,3-d]pyrimidin-4-yl)phenyl]-(4-hydroxymethyl-thiazol-2-yl)methanol